N-[trans-4-butoxycyclohexyl]-7-methyl-4-oxo-5-[2-(2,2,2-trifluoroethoxy)phenyl]-4,5-dihydropyrazolo[1,5-a]pyrazine-3-carboxamide C(CCC)O[C@@H]1CC[C@H](CC1)NC(=O)C=1C=NN2C1C(N(C=C2C)C2=C(C=CC=C2)OCC(F)(F)F)=O